2-(difluoromethyl)-8-(2,4-difluorophenyl)-6-[2-(2-methoxy-4-pyridyl)tetrahydropyran-4-yl]-3-methyl-pyrimido[5,4-d]pyrimidin-4-one FC(C=1N(C(C2=C(N1)C(=NC(=N2)C2CC(OCC2)C2=CC(=NC=C2)OC)C2=C(C=C(C=C2)F)F)=O)C)F